C1CC12NCCN(C2)C=2C=C(C=1N(C(C=C(N1)C=1C=CC=3N(N1)C=C(N3)C)=O)C2)C 7-(4,7-diazaspiro[2.5]oct-7-yl)-9-methyl-2-(2-methylimidazo[1,2-b]pyridazin-6-yl)pyrido[1,2-a]pyrimidin-4-one